CC1=C(C=C(C(=C1)COCC(F)(F)F)[N+](=O)[O-])C 1,2-dimethyl-4-nitro-5-((2,2,2-trifluoroethoxy)methyl)benzene